C1=NC=CC2=CC(=CC=C12)COC1=CC=CC(=N1)C1CCN(CC1)CC=1N(C2=C(N1)C=CC(=C2)C(=O)O)CCOC 2-[[4-[6-(6-isoquinolylmethoxy)-2-pyridyl]-1-piperidyl]methyl]-3-(2-methoxyethyl)benzimidazole-5-carboxylic acid